COC(=O)[C@@H]1N(C[C@@H](C1)OC=C)C(=O)OC(C)(C)C (2R,4R)-4-(vinyloxy)pyrrolidine-1,2-dicarboxylic acid 1-(tert-butyl) 2-methyl ester